ClC1=NC=CC=C1S(=O)(=O)C 2-chloro-3-(methylsulfonyl)pyridine